FC=1C=2N(C=C(C1)NC(=O)C1=NC=C(N=C1)N1C[C@@H](CC1)NCC(F)(F)F)C=C(N2)C (R)-N-(8-fluoro-2-methylimidazo[1,2-a]pyridin-6-yl)-5-(3-((2,2,2-trifluoroethyl)amino)pyrrolidin-1-yl)pyrazine-2-carboxamide